CSOC1=NC=CC=N1 methylthio-oxy-pyrimidine